3-amino-7-chloro-4-(7-chloro-1H-indazol-4-yl)-6-propan-2-yloxy-1H-quinolin-2-one NC=1C(NC2=CC(=C(C=C2C1C1=C2C=NNC2=C(C=C1)Cl)OC(C)C)Cl)=O